C(CCC)C1=NN(C(=C1O)C(C)(C)C)CC(C)C 3-n-butyl-1-isobutyl-5-tert-butyl-4-hydroxy-pyrazole